ClC1=NC=2N(C(=C1C1=C(C=C(C=C1F)C#CCCCO)F)N[C@H](C)C(C)(C)C)N=CN2 (R)-5-(4-(5-chloro-7-((3,3-dimethylbut-2-yl)amino)-[1,2,4]Triazolo[1,5-a]Pyrimidin-6-yl)-3,5-difluorophenyl)pent-4-yn-1-ol